Imidazole-2-one trifluoroacetate FC(C(=O)O)(F)F.N=1C(N=CC1)=O